(E)-3-[4-[(E)-3-[4-[(1-Methylpiperidin-4-yl)methyl]phenyl]-3-oxoprop-1-enyl]phenyl]prop-2-enoic acid CN1CCC(CC1)CC1=CC=C(C=C1)C(/C=C/C1=CC=C(C=C1)/C=C/C(=O)O)=O